2-(amino)oleic acid NC(C(=O)O)CCCCCC\C=C/CCCCCCCC